11-oxo-10,11-dihydro-5H-dibenzo[b,e][1,4]diazepine-8-carboxylic acid O=C1C2=C(NC3=C(N1)C=C(C=C3)C(=O)O)C=CC=C2